O=C1NC(CCC1N1N=CC2=CC=CC(=C2C1=O)NC(CCCCCCCCCCCNC(OC(C)(C)C)=O)=O)=O tert-butyl (12-((3-(2,6-dioxopiperidin-3-yl)-4-oxo-3,4-dihydrophthalazin-5-yl)amino)-12-oxododecyl)carbamate